2-(4-bromo-2-ethylsulfonyl-phenyl)-6-cyclopropyl-7-(trifluoromethyl)-imidazo[1,2-c]pyrimidin-5-one BrC1=CC(=C(C=C1)C=1N=C2N(C(N(C(=C2)C(F)(F)F)C2CC2)=O)C1)S(=O)(=O)CC